NC=1C=CC(=C2CN(C(C12)=O)CC(=C)C#N)C=1C=C2C(=NN(C2=CC1)C(=O)OC(C)(C)C)C1=CC(=CC=C1)Cl tert-butyl 5-[7-amino-2-(2-cyanoallyl)-1-oxo-isoindolin-4-yl]-3-(3-chlorophenyl)indazole-1-carboxylate